CN(C(O)=O)[C@H](C(=O)N1[C@@H](CC(C1)(C)C)C(N[C@H](C(C(=O)NC1CC1)=O)CCC(C)(F)F)=O)C(C)(C)C.N1=C(C(=CC=C1)CO)CO pyridinedimethanol Methyl-((S)-1-((S)-2-(((S)-1-(cyclopropylamino)-6,6-difluoro-1,2-dioxoheptan-3-yl)carbamoyl)-4,4-dimethylpyrrolidin-1-yl)-3,3-dimethyl-1-oxobutan-2-yl)carbamate